C(C)(C)(C)OC(=O)N1C[C@H](CC1)CN1C(=NC2=C1C=CC(=C2)C(NCC2=CC=C(C=C2)S(=O)(=O)CC)=O)C2CC2 (R)-3-((2-cyclopropyl-5-((4-(ethylsulfonyl)benzyl)carbamoyl)-1H-benzo[d]imidazol-1-yl)methyl)pyrrolidine-1-carboxylic acid tert-butyl ester